2-(6-((E)-((1R,5S)-8-azabicyclo[3.2.1]octan-3-ylidene)methyl)-1,2,4-triazin-3-yl)-5-(1H-imidazol-1-yl)phenol [C@H]12CC(C[C@H](CC1)N2)=CC2=CN=C(N=N2)C2=C(C=C(C=C2)N2C=NC=C2)O